[F-].C(C1=CC=CC=C1)[N+](CC)(CC)CC benzyltriethyl-ammonium fluoride